C1OCCN2[C@@H]1CNCC2 (R)-octahydropyrazino[2,1-c][1,4]oxazine